1-(2-(difluoromethyl)tetrahydro-2H-pyran-4-yl)-3-methyl-N-(7-methylimidazo[1,2-a]pyridin-6-yl)-1H-pyrazolo[3,4-d]pyrimidin-6-amine FC(C1OCCC(C1)N1N=C(C=2C1=NC(=NC2)NC=2C(=CC=1N(C2)C=CN1)C)C)F